(6-((5-bromo-2-((2-methoxy-5-(1-methyl-1H-pyrazol-4-yl)-4-(Piperazin-1-yl)phenyl)amino)pyrimidin-4-yl)amino)-2,3-dimethylphenyl)dimethylphosphine oxide BrC=1C(=NC(=NC1)NC1=C(C=C(C(=C1)C=1C=NN(C1)C)N1CCNCC1)OC)NC1=CC=C(C(=C1P(C)(C)=O)C)C